2-benzyl-octahydro-3H-isoindol-5-one C(C1=CC=CC=C1)N1CC2CCC(CC2C1)=O